N1C[C@H](CC1)NC(=O)C=1C=NN2C1N=CC=C2 (S)-N-(pyrrolidin-3-yl)pyrazolo[1,5-a]Pyrimidine-3-carboxamide